3,4-dichloro-2-methyl-1-oxido-pyridin-1-ium ClC=1C(=[N+](C=CC1Cl)[O-])C